Neodymium Neopentanolate C(C(C)(C)C)[O-].[Nd+3].C(C(C)(C)C)[O-].C(C(C)(C)C)[O-]